OCCCCCCCCC=CCCCCCCCC(=O)O 18-hydroxyoctadec-9-enoic acid